ClCC1=NC2=C(N1CC1=CN=CN1CC)C=C(C=C2F)C(=O)OC Methyl 2-(chloromethyl)-1-((1-ethyl-1H-imidazol-5-yl)methyl)-4-fluoro-1H-benzo[d]imidazole-6-carboxylate